2-(7-(3-cyano-4-cyclohexylbenzyloxy)-1,2,3,4-tetrahydrocyclopenta[b]indol-3-yl)acetic acid C(#N)C=1C=C(COC2=CC=3C4=C(NC3C=C2)C(CC4)CC(=O)O)C=CC1C1CCCCC1